OC(C)(C)C1=C(C(=O)OC2=C(C=C(C=C2C(C)(C)O)C(C)(C)O)C(C)(C)O)C(=CC(=C1)C(C)(C)O)C(C)(C)O 2,4,6-tris(α-hydroxyisopropyl)phenyl 2,4,6-tris(α-hydroxyisopropyl)benzoate